Cl.Cl.Cl.ClC=1C=CC2=C(CCC=3C(=NC=CC3)C2=C2CCN(CC2)[C@H]2C[C@H](NC2)C(=O)O)C1 (2S,4S)-4-(4-(8-chloro-5,6-dihydro-11H-benzo[5,6]cyclohepta[1,2-b]pyridin-11-ylidene)piperidin-1-yl)pyrrolidine-2-carboxylic acid trihydrochloride